[3-(4-Fluorophenyl)-4-(6-phenylfuro[2,3-d]pyrimidin-4-yl)-1H-pyrazol-1-yl]propanamide FC1=CC=C(C=C1)C1=NN(C=C1C=1C2=C(N=CN1)OC(=C2)C2=CC=CC=C2)C(C(=O)N)C